C1(CC1)N1C(=NC2=C1C=C(C=C2F)C2=CC=C(C=C2)CN2CC1(C2)CN(C1)C(C)C)C1=CC=C(C=C1)S(=O)(=O)C 1-cyclopropyl-4-fluoro-6-(4-((6-isopropyl-2,6-diazaspiro[3.3]hept-2-yl)methyl)phenyl)-2-(4-(methylsulfonyl)phenyl)-1H-benzo[d]imidazole